2,4-diaminobenzaldehyde carbonate C(O)(O)=O.NC1=C(C=O)C=CC(=C1)N